N1(CCOCC1)C(=O)N[C@H](C(=O)O)CCN(CCCCC1=NC=2NCCCC2C=C1)CCOC1=CC=CC=C1 (2S)-2-(morpholine-4-carbonylamino)-4-[2-phenoxyethyl-[4-(5,6,7,8-tetrahydro-1,8-naphthyridin-2-yl)butyl]amino]butanoic acid